((R)-(6-(1-(6-(((tert-butyldimethylsilyl)oxy)methyl)pyridin-2-yl)-1H-indazol-6-yl)pyridin-2-yl)(3,3-difluorocyclobutyl)methyl)-2-methylpropane-2-sulfinamide [Si](C)(C)(C(C)(C)C)OCC1=CC=CC(=N1)N1N=CC2=CC=C(C=C12)C1=CC=CC(=N1)[C@@H](C1CC(C1)(F)F)CC(C)(S(=O)N)C